C(CCCCCCC\C=C/C\C=C/CCCCC)(=O)OC[C@@H](OC(CCCCCCC\C=C/C\C=C/CCCCC)=O)COP(=O)(O)OCCN 1,2-dilinoleoyl-sn-glycero-3-phosphoethanolamine